NC1=C(SC2=C1C=C(C=C2C(F)(F)F)C(F)(F)F)C(=O)OC methyl 3-amino-5,7-bis(trifluoromethyl)benzothiophene-2-carboxylate